N-(5-Cyano-6-cyclopropoxypyridin-3-yl)-1-(chinolin-5-yl)-5-(trifluoromethyl)-1H-pyrazol-4-carboxamid C(#N)C=1C=C(C=NC1OC1CC1)NC(=O)C=1C=NN(C1C(F)(F)F)C1=C2C=CC=NC2=CC=C1